2,5-diazabicyclo[2.2.2]octan C12NCC(NC1)CC2